2-(trifluoro-methoxy)ethanamine hydrochloride Cl.FC(OCCN)(F)F